(2Z,2'E)-2,2'-(1-(furan-2-yl)ethane-1,2-diylidene)bis(N-methylhydrazine-1-carbothioamide) O1C(=CC=C1)\C(\C=N\NC(NC)=S)=N/NC(NC)=S